BrCC=1C=C(C(NN1)=O)C(F)(F)F 6-(Bromomethyl)-4-(trifluoromethyl)pyridazin-3(2H)-one